COC=1C(=C2CC[C@H](C2=CC1)OC1=CC=C(C=C1)C(CC(=O)O)C#CC)C=1C=NC(=CC1)OC1CCOCC1 3-(4-(((R)-5-methoxy-4-(6-((tetrahydro-2H-pyran-4-yl)oxy)pyridin-3-yl)-2,3-dihydro-1H-inden-1-yl)oxy)phenyl)hex-4-ynoic acid